tert-butyl (5-(8-aminoimidazo[1,2-a]pyridin-5-yl)-7-(pyridin-3-yl)-7H-pyrrolo[2,3-d]pyrimidin-4-yl)(tert-butoxycarbonyl)carbamate NC=1C=2N(C(=CC1)C1=CN(C=3N=CN=C(C31)N(C(OC(C)(C)C)=O)C(=O)OC(C)(C)C)C=3C=NC=CC3)C=CN2